tri(octyl)methyl-ammonium chloride [Cl-].C(CCCCCCC)[N+](C)(CCCCCCCC)CCCCCCCC